ClC1=C(C(=CC=C1)F)NC(C1=C(C=C(C(=C1)F)NC(=O)N(C(C)C)CC)O[C@H](C(F)(F)F)C)=O (S)-N-(2-chloro-6-fluorophenyl)-4-(3-ethyl-3-isopropylureido)-5-fluoro-2-((1,1,1-trifluoropropan-2-yl)oxy)benzamide